N-(2-hydroxyethyl)-N-(2-ethylhexyl)BETA-alanine monosodium salt [Na+].OCCN(CCC(=O)[O-])CC(CCCC)CC